tert-Butyl 5-(1-ethyl-1H-1,2,3-triazol-4-yl)-3-(3-(hydroxymethyl)-4-methylphenyl)-2-methylpentanoate C(C)N1N=NC(=C1)CCC(C(C(=O)OC(C)(C)C)C)C1=CC(=C(C=C1)C)CO